CNCC[C@H](C=1SC=CC1)OC1=CC=CC2=CC=CC=C12 (R)-(-)-N-methyl-3-(1-naphthoxy)-3-(2-thienyl)propylamine